N=1N=CN2C1C=CC=C2 [1,2,4]triazolo(4,3-a)pyridin